6-(3-amino-6-(4-((1S,5R)-3-methyl-3-azabicyclo[3.1.0]hexane-1-yl)phenyl)pyrazin-2-yl)-7-fluoro-3,4-dihydroisoquinolin-1(2H)-one NC=1C(=NC(=CN1)C1=CC=C(C=C1)[C@]12CN(C[C@@H]2C1)C)C=1C=C2CCNC(C2=CC1F)=O